2-ethyl-5-fluoro-1H-pyrazole-4-carboxamide C(C)N1NC(=C(C1)C(=O)N)F